N1=CC2=CNC=C3C(C=CC1=C23)=O pyrrolo[4,3,2-de]isoquinolin-6(4H)-one